C([O-])(O)=O.[Na+] natrium bicarbonate